2-methoxy-5-(3-methoxyoxetan-3-yl)benzenesulfonamide COC1=C(C=C(C=C1)C1(COC1)OC)S(=O)(=O)N